C(C)N1C2=NC(=NC(=C2N=C1C(C)O)N1CCOCC1)C1=CC(=CC=C1)C1=NN(C=C1)C 1-(9-ethyl-2-(3-(1-methyl-1H-pyrazol-3-yl)phenyl)-6-morpholino-9H-purin-8-yl)ethan-1-ol